1-{2-[6-(difluoromethoxy)pyridin-2-yl]oxetan-2-yl}methanamine FC(OC1=CC=CC(=N1)C1(OCC1)CN)F